(2-isopropyloxybenzylidene)ruthenium (II) tetrafluoroborate F[B-](F)(F)F.C(C)(C)OC1=C(C=[Ru])C=CC=C1